ClC1=C(C(=O)NC(C(=O)O)CCN(CCCCC2=NC=3NCCCC3C=C2)S(=O)(=O)C)C=CC=C1F 2-[(2-chloro-3-fluoro-benzoyl)amino]-4-[methylsulfonyl-[4-(5,6,7,8-tetrahydro-1,8-naphthyridin-2-yl)butyl]amino]butanoic acid